ClP1(=NP(=NP(=N1)(Cl)Cl)(Cl)Cl)Cl HEXACHLOROCYCLOTRIPHOSPHAZENE